[Cl-].[Cl-].C1(=CC=CC=C1)C(C1=CC=CC=C1)=[Zr+2](C1C2=CC=CC=C2C=2C=CC=CC12)C1(C(=C(C(=C1C)C)C)C)C diphenylmethylene(pentamethylcyclopentadienyl)(9-fluorenyl)zirconium dichloride